CC=1C=C(C=C(C1Br)C)I 3,5-dimethyl-4-bromoiodobenzene